palmitoyl-sphingosine-d7 C(CCCCCCCCCCCCCCC)(=O)\C(=C(/[C@]([C@](C(O)([2H])[2H])(N([2H])[2H])[2H])(O)[2H])\[2H])\CCCCCCCCCCCCC